COC([C@@H](C)Br)=O.ClC=1C(=NC=CC1)C(=O)NC1(CCN(CC1)C1=NC=C(C=C1)C=1C=2N(C=C(C1)OCC1(CC1)C#N)N=CC2C#N)C |r| 3-Chloro-N-(1-(5-(3-cyano-6-((1-cyanocyclopropyl)methoxy)pyrazolo[1,5-a]pyridin-4-yl)Pyridin-2-yl)-4-methylpiperidin-4-yl)picolinamide racemic-methyl-2-bromopropionate